Cl.N[C@@H]1CC[C@H](CC1)C(CC(=O)OC)(C)C methyl 3-(trans-4-aminocyclohexyl)-3-methylbutanoate monohydrochloride